Cl.Cl.FC1=C(C=CC=C1)N1C(=NN=C1C1=NC=C(C=C1)S(=O)(=O)C)C1CC(C1)N (1S,3r)-3-(4-(2-fluorophenyl)-5-(5-(methylsulfonyl)pyridin-2-yl)-4H-1,2,4-triazol-3-yl)cyclobutan-1-amine dihydrochloride